2,6-bis(benzyloxy)-3-(4-(3-(benzyloxy)azetidin-1-yl)-2-chloro-3-methoxyphenyl)pyridinetartaric acid C(C1=CC=CC=C1)OC1(NC(=CC=C1C1=C(C(=C(C=C1)N1CC(C1)OCC1=CC=CC=C1)OC)Cl)OCC1=CC=CC=C1)C(C(C(=O)O)O)(O)C(=O)O